C1(CC1)NC1=C2C(=NC(=C1)NC1=CC=C(C=3CCOC31)C(=O)N3CCC(CC3)N3CCOCC3)NC=C2C(F)(F)F (7-((4-(cyclopropylamino)-3-(trifluoromethyl)-1H-pyrrolo[2,3-b]pyridin-6-yl)amino)-2,3-di-hydrobenzofuran-4-yl)(4-morpholinopiperidin-1-yl)methanone